C(C)[N+](CCC1=CC=CC=C1)(C)C Ethyl-dimethyl-phenethyl-ammonium